3-methyl-6-(4-methoxyphenyl)-7-(2,4-dichlorobenzoyl)-6,7-dihydro-5H-[1,2,4]triazolo[3,4-b][1,3,4]thiadiazine CC1=NN=C2SC(C(NN21)C2=CC=C(C=C2)OC)C(C2=C(C=C(C=C2)Cl)Cl)=O